tert-butyl {(1R,3R)-7-[2-(2-{[tert-butyl(dimethyl)silyl]oxy}propan-2-yl)pyrimidin-5-yl]-1-[2-(difluoromethoxy)-6-formylphenyl]-2,3-dihydro-1H-pyrrolo[1,2-a]benzimidazol-3-yl}carbamate [Si](C)(C)(C(C)(C)C)OC(C)(C)C1=NC=C(C=N1)C=1C=CC2=C(N3C(=N2)[C@@H](C[C@@H]3C3=C(C=CC=C3C=O)OC(F)F)NC(OC(C)(C)C)=O)C1